tert-butyl (1-(5-aminopyridin-3-yl)butyl)carbamate NC=1C=C(C=NC1)C(CCC)NC(OC(C)(C)C)=O